8-(2-chlorophenyl)-7-(4-chlorophenyl)-3-[(4-chlorophenyl)methyl]-2,3,6,7-tetrahydro-1H-purine-2,6-dione ClC1=C(C=CC=C1)C1=NC=2N(C(NC(C2N1C1=CC=C(C=C1)Cl)=O)=O)CC1=CC=C(C=C1)Cl